diethylmethyl-(2-methoxyethyl)ammonium C(C)[N+](CCOC)(C)CC